N-{4-[2-(4-ethoxymethyl-4-phenethyl-piperidin-1-yl)-ethyl]-phenyl}-acetamide C(C)OCC1(CCN(CC1)CCC1=CC=C(C=C1)NC(C)=O)CCC1=CC=CC=C1